O1C=NC2=C1C=1C=CC(=CC1OC2)\C=N\SC(C)(C)C (E)-N-((4H-chromeno[3,4-d]oxazol-7-yl)methylidene)-2-methylpropane-2-sulfenamide